rac-N-[(3S,4R)-7-methyl-6-oxo-4-({[(1r,4S)-4-pentylcyclohexyl]oxy}methyl)-1,3,4,6-tetrahydro-2H-quinolizin-3-yl]ethanesulfonamide CC=1C(N2[C@H]([C@H](CCC2=CC1)NS(=O)(=O)CC)COC1CCC(CC1)CCCCC)=O |r|